2-(Dimethylamino)ethyl 2-(5-(1-(3,5-difluorophenyl)ethoxy)-1H-indazol-3-yl)-4,6-dihydropyrrolo[3,4-d]imidazole-5(1H)-carboxylate FC=1C=C(C=C(C1)F)C(C)OC=1C=C2C(=NNC2=CC1)C1=NC2=C(N1)CN(C2)C(=O)OCCN(C)C